1,3-dichloro-2-fluoro-5-Nitrobenzene ClC1=C(C(=CC(=C1)[N+](=O)[O-])Cl)F